CN1C=[N+](C2=C1C(=O)NC(=N2)N)[C@H]3[C@@H]([C@@H]([C@H](O3)COP(=O)(O)OP(=O)(O)[O-])O)O The molecule is a guanosine 5'-phosphate that consists of guanosine 5'-diphosphate bearing a 7-methyl substituent and having a negatively charged diphosphate group. It is an ammonium betaine and a guanosine 5'-phosphate. It derives from a GDP. It is a conjugate base of a 7-methylguanosine 5'-diphosphate(1+). It is a conjugate acid of a 7-methylguanosine 5'-diphosphate(2-).